FC(=C1CCC=2C(=C(C=CC12)C=1N=NC(=C2C1COCC2)N[C@H]2CN(CCC2)C)O)F (R)-1-(difluoromethylene)-5-(1-((1-methylpiperidin-3-yl)amino)-7,8-dihydro-5H-pyrano[3,4-d]pyridazin-4-yl)-2,3-dihydro-1H-inden-4-ol